2-(3,5-ditertiary butyl-2-hydroxyphenyl)-5-chlorobenzotriazol C(C)(C)(C)C=1C(=C(C=C(C1)C(C)(C)C)N1N=C2C(=N1)C=CC(=C2)Cl)O